C(N)(OC1=CC=C2C(=C1)C(N(C(C21CCNCC1)=O)CCNC(=N)N)C1CCC(CC1)C(C)C)=O 2-(2-guanidinoethyl)-1-((1s,4s)-4-isopropylcyclohexyl)-3-oxo-2,3-dihydro-1H-spiro[isoquinoline-4,4-piperidin]-7-yl carbamate